N-(3-(imidazo[1,2-b]pyridazin-6-yl)phenyl)acetamide tert-butyl-4-aminobutyrate hydrochloride Cl.C(C)(C)(C)OC(CCCN)=O.N=1C=CN2N=C(C=CC21)C=2C=C(C=CC2)NC(C)=O